Tert-butyl 5-[[4-[[N,N'-bis(tert-butoxycarbonyl)carbamimidoyl]amino]phenyl]sulfonyl-[(4-methoxyphenyl)methyl]amino]thiazole-4-carboxylate C(C)(C)(C)OC(=O)NC(=NC(=O)OC(C)(C)C)NC1=CC=C(C=C1)S(=O)(=O)N(C1=C(N=CS1)C(=O)OC(C)(C)C)CC1=CC=C(C=C1)OC